FC(OC=1N=C2CC(CN(C2=CC1)C1=CC=C(C=C1)C(F)(F)F)CNC(C)=O)F N-((6-(difluoromethoxy)-1-(4-(trifluoromethyl)phenyl)-1,2,3,4-tetrahydro-1,5-naphthyridin-3-yl)methyl)acetamide